C(C1=CC=CC=C1)OCC1=NN(C(N1CC)=O)C=1C(=CC2=C(N(C(OC2=O)=O)C(C)C)C1)F 7-(3-((Benzyloxy)methyl)-4-ethyl-5-oxo-4,5-dihydro-1H-1,2,4-triazol-1-yl)-6-fluoro-1-isopropyl-1H-benzo[d][1,3]oxazine-2,4-dione